C(C)(=O)OCCS(=O)(=O)C1=C(C(=C(C(=C1F)F)S(N)(=O)=O)F)NC1CCCCCCC1 2-((2-(cyclooctylamino)-3,5,6-trifluoro-4-sulfamoylphenyl)sulfonyl)ethyl acetate